(7r,15s)-15-{4-[5-chloro-2-(4-chloro-1H-1,2,3-triazol-1-yl)phenyl]-6-oxo-1,2,3,6-tetrahydropyridin-1-yl}-2,5,9-triazatricyclo[14.3.1.02,7]eicosa-1(20),16,18-trien-8-one hydrochloride Cl.ClC=1C=CC(=C(C1)C=1CCN(C(C1)=O)[C@H]1CCCCCNC([C@H]2CNCCN2C=2C=CC=C1C2)=O)N2N=NC(=C2)Cl